C(C)(C)(C)OC(=O)NCCOC=1C=CC2=C(C=C(O2)C(=O)O)C1 5-(2-((tert-butoxycarbonyl)amino)ethoxy)benzofuran-2-carboxylic acid